C(=O)C1=CC=C(C=C1)CCC=O 4-FORMYL-BENZENEPROPANAL